S-benzoic acid CC(C)(COP(=O)(O)OP(=O)(O)OC[C@@H]1[C@H]([C@H]([C@@H](O1)N2C=NC3=C(N=CN=C32)N)O)OP(=O)(O)O)C(C(=O)NCCC(=O)NCCSC(=O)C4=CC=CC=C4)O